1-(3-fluoro-4-methylbenzyl)-5-methoxy-4-(oxazol-5-yl)-1,3-dihydro-2H-benzo[b]azepine FC=1C=C(CN2C3=C(C(=C(CC2)C2=CN=CO2)OC)C=CC=C3)C=CC1C